BrCCCCN[C@@H](CC1=CC=C(C=C1)O)C(=O)O 4-bromobutyltyrosine